C(C1=CC=CC=C1)NC=1N=NC=CC1 3-(benzylamino)pyridazine